methyl 2-chlorobenzo[d]thiazole-6-carboxylate ClC=1SC2=C(N1)C=CC(=C2)C(=O)OC